FC1=C(C(=O)NC=2OC(=NN2)C)C(=CC=C1[N+](=O)[O-])F 2,6-difluoro-N-(5-methyl-1,3,4-oxadiazol-2-yl)-3-nitrobenzamide